4-methylcholestan-8(14),24-dien-3β-ol CC1C2CCC3=C4CC[C@H]([C@@H](CCC=C(C)C)C)[C@]4(CC[C@@H]3[C@]2(CC[C@@H]1O)C)C